methyl 2-amino-5-(1-(1-(tert-butoxycarbonyl)piperidin-4-yl)-1H-pyrazol-4-yl)nicotinate NC1=C(C(=O)OC)C=C(C=N1)C=1C=NN(C1)C1CCN(CC1)C(=O)OC(C)(C)C